COC1=NC(=NC(=N1)OC)[N+](C)(C)CC=O (4,6-dimethoxy-1,3,5-triazin-2-yl)-(2-oxoethyl)dimethylammonium